C(CCC)C(OCC(C)N)(CCCC)CCCC 1-(tributylmethoxy)propan-2-amine